3,3'-((5-methyl-1,3-phenylene)bis(methylene)bis(oxy))dibenzamidine dihydrochloride Cl.Cl.CC=1C=C(C=C(C1)COC=1C=C(C(=N)N)C=CC1)COC=1C=C(C(=N)N)C=CC1